1-(3-(cyanomethoxy)-4-methyl-1-phenyl-1H-pyrazol-5-yl)-3-((3s,4r)-4-(3,4-difluorophenyl)-1-(2-methoxyethyl)pyrrolidin-3-yl)urea C(#N)COC1=NN(C(=C1C)NC(=O)N[C@@H]1CN(C[C@H]1C1=CC(=C(C=C1)F)F)CCOC)C1=CC=CC=C1